C1(=CC(=CC=C1)C1(CC1)NC(C1=C(C=CC(=C1)NC1CNC1)C)=O)C1=CC=CC=C1 N-(1-([1,1'-Biphenyl]-3-yl)cyclopropyl)-5-(azetidin-3-ylamino)-2-methylbenzamide